C(C(C)C)OC=1C=NN(C1)C1=CC=C(C(=N1)N1C(C[C@@H](C1)C)(C)C)C(=O)NS(=O)(=O)C=1C(NC=CC1)=O 6-(4-Isobutoxypyrazol-1-yl)-N-[(2-oxo-1H-pyridin-3-yl)sulfonyl]-2-[(4S)-2,2,4-trimethylpyrrolidin-1-yl]pyridin-3-carboxamid